(R)-(1-((3-fluoropyrrolidin-1-yl)methyl)cyclopropyl)methanol F[C@H]1CN(CC1)CC1(CC1)CO